BrC1OC(C2=CC=C(C=C12)Br)=O 3,5-dibromo-3H-isobenzofuran-1-one